N-(2-((S)-4-cyclopropyl-3-methylpiperazine-1-yl)-5-((6-((R)-3-(2,4-difluorophenyl)isoxazolidine-2-yl)pyrimidine-4-yl)amino)-4-methoxyphenyl)acrylamide C1(CC1)N1[C@H](CN(CC1)C1=C(C=C(C(=C1)OC)NC1=NC=NC(=C1)N1OCC[C@@H]1C1=C(C=C(C=C1)F)F)NC(C=C)=O)C